ClC=1C=C(C=C(C1)Cl)C1=CC(=CC(=N1)OC=1C=NC(=NC1)N1CCN(CC1)CCC(C(=O)O)C)CN1CCCC1 4-(4-(5-((6-(3,5-dichlorophenyl)-4-(pyrrolidin-1-ylmethyl)pyridin-2-yl)oxy)pyrimidin-2-yl)piperazin-1-yl)-2-methylbutanoic acid